C(C)(C)(C)S(=O)(=O)C1=CC(=C(C=C1)C1CN(C1)C(=O)N1C[C@H](CC1)C1=CN=NN1)Cl [3-(4-tert-Butylsulfonyl-2-chloro-phenyl)azetidin-1-yl]-[(3S)-3-(1H-triazol-5-yl)pyrrolidin-1-yl]methanone